ClC1=CC2=C(C=N1)C1(CN2C2=NC(=CC(=N2)C(C)(F)F)OC)CC1 6'-Chloro-1'-(4-(1,1-difluoroethyl)-6-methoxypyrimidin-2-yl)-1',2'-dihydrospiro[cyclopropane-1,3'-pyrrolo[3,2-c]pyridine]